BrC1=C(C(=C(C=C1)S(=O)(=O)Cl)F)F 4-bromo-2,3-difluorobenzene-1-sulfonyl chloride